(S)-4-((R)-3-Aminopyrrolidin-1-yl)-7-((R)-1-methoxyethyl)-7,8-dihydro-6H-pyrimido[5,4-b][1,4]oxazin-2-amine N[C@H]1CN(CC1)C1=NC(=NC2=C1OC[C@H](N2)[C@@H](C)OC)N